ClC=1C(=NC=NC1N1CC(C1)O)NC1=NNC2=CC(=CC=C12)[C@@H]1C[C@@]12C(N(C1=CC=C(C=C21)OC)C)=O (1R,2S)-2-(3-{[5-chloro-6-(3-hydroxyazetidin-1-yl)pyrimidin-4-yl]amino}-1H-indazol-6-yl)-5'-methoxy-1'-methylspiro[cyclopropane-1,3'-indol]-2'-one